[Si](C)(C)(C(C)(C)C)OCCCO 3-((tert-butyldimethylsilyl)oxy)propanol